COC=1C=CC=C2C(=NC=NC12)N1CC2(CC(C2)CP(O)(O)=O)CCC1 ((6-(8-Methoxyquinazolin-4-yl)-6-azaspiro[3.5]nonan-2-yl)methyl)phosphonic acid